C1(CC1)C1=C(C=NN1C)N 5-cyclopropyl-1-methyl-1H-pyrazol-4-amine